BrC1=CC(=C(C=N[S@@](=O)C(C)(C)C)C=C1F)C (S)-N-(4-bromo-5-fluoro-2-methylbenzylidene)-2-methylpropane-2-sulfinamide